CC1=CC(=CC(=C1OC(=O)C=C)C)C(C)(C)C2=CC(=C(C(=C2)C)OC(=O)C=C)C tetrabromobisphenol A acrylate